[8-[1-(2,6-Dioxopiperidin-3-yl)-3-methyl-2-oxo-1,3-benzodiazol-5-yl]octyl]carbamic acid tert-butyl ester C(C)(C)(C)OC(NCCCCCCCCC1=CC2=C(N(C(N2C)=O)C2C(NC(CC2)=O)=O)C=C1)=O